Ethyl 2-(4-((4-(4-trifluoromethylphenyl)-5-oxo-4,5-dihydro-1H-1,2,4-triazol-1-yl) methyl) phenoxy)-2-methylpropionate FC(C1=CC=C(C=C1)N1C=NN(C1=O)CC1=CC=C(OC(C(=O)OCC)(C)C)C=C1)(F)F